FC=1C=C(C=C(C1)F)[C@H](C(=O)O)O (2R)-2-(3,5-difluorophenyl)-2-hydroxy-acetic acid